(S)-3-(4-((3-bromo-1-cyclopentyl-1H-indazol-6-yl)methoxy)phenyl)butanoic acid BrC1=NN(C2=CC(=CC=C12)COC1=CC=C(C=C1)[C@H](CC(=O)O)C)C1CCCC1